COC=1C=C(CCC2=CC(=NN2)NC(C2=CC=C(C=C2)N2C[C@@H](N[C@@H](C2)C)C)=O)C=C(C1)OC N-(5-(3,5-dimethoxyphenethyl)-1H-pyrazol-3-yl)-4-((3S,5R)-3,5-dimethylpiperazin-1-yl)benzamide